4-(4-(2-((tert-butoxycarbonyl)(methyl)amino)ethyl)piperazin-1-yl)benzoic acid C(C)(C)(C)OC(=O)N(CCN1CCN(CC1)C1=CC=C(C(=O)O)C=C1)C